BrC=1C=CC(=NC1)N(C)[C@@H](C)C=1C=NC(=CC1)N(CC)CC (S)-5-bromo-N-(1-(6-(diethylamino)pyridin-3-yl)ethyl)-N-methylpyridin-2-amine